C1(CC1)C(C(C(=O)NC1=CC=C(C=C1)C=1C(=NNC1C)C)C1=NN=C(N1)C1=CC(=NC=C1)C(F)(F)F)C1CC1 3,3-dicyclopropyl-N-[4-(3,5-dimethyl-1H-pyrazol-4-yl)phenyl]-2-[5-[2-(trifluoromethyl)-4-pyridyl]-4H-1,2,4-triazol-3-yl]propanamide